1,3-bis(4-amino-α,α-bis-trifluoromethylbenzyl)benzene bis(1-octyloxy-2,2,6,6-tetramethyl-4-piperidyl)sebacate C(CCCCCCC)ON1C(CC(CC1(C)C)OC(CCCCCCCCC(=O)OC1CC(N(C(C1)(C)C)OCCCCCCCC)(C)C)=O)(C)C.NC1=CC=C(C(C(F)(F)F)(C(F)(F)F)C2=CC(=CC=C2)C(C2=CC=C(C=C2)N)(C(F)(F)F)C(F)(F)F)C=C1